N-(5-((2,3-dichloropyridin-4-yl)oxy)pyrimidin-2-yl)-5-(4-fluorophenyl)-1-cyclopropyl-4-oxo-1,4-dihydropyridazine-3-carboxamide ClC1=NC=CC(=C1Cl)OC=1C=NC(=NC1)NC(=O)C1=NN(C=C(C1=O)C1=CC=C(C=C1)F)C1CC1